(1S,2S)-2-(isopropoxymethyl)cyclopropanecarboxylic acid tert-Butyl ester C(C)(C)(C)OC(=O)[C@@H]1[C@H](C1)COC(C)C